C(C)(C)(C)OC(=O)N[C@@H]1CN(C[C@@H]1CF)C1=NC=2CC[C@@H](CC2C=C1)NC(OCC1=CC=CC=C1)=O cis-benzyl N-[(6S)-2-(3-[[(tert-butoxy)carbonyl]amino]-4-(fluoromethyl)pyrrolidin-1-yl)-5,6,7,8-tetrahydroquinolin-6-yl]carbamate